5-fluoro-2-[4-(1H-tetrazol-5-yl)phenyl]-2H-indazole-7-carboxamide FC1=CC2=CN(N=C2C(=C1)C(=O)N)C1=CC=C(C=C1)C1=NN=NN1